CCOCCOCCOCCOCCOCCC(=O)O 3,6,9,12,15-pentaoxaoctadecan-18-oic acid